(1R,2'S)-7-chloro-2'-methyl-1'-[[1-(2-methylsulfonylethyl)triazol-4-yl]methyl]spiro[isochromane-1,4'-piperidine] ClC1=CC=C2CCO[C@]3(C[C@@H](N(CC3)CC=3N=NN(C3)CCS(=O)(=O)C)C)C2=C1